OC1=C2C3=C(C(OC2=CC(=C1C(=O)NC(C)C)CCCCC)(C)C)C=CC(=C3)C 1-hydroxy-N-isopropyl-6,6,9-trimethyl-3-pentyl-6H-benzo[c]chromene-2-carboxamide